5-amino-2-(1-methylpiperidin-4-yl)benzonitrile NC=1C=CC(=C(C#N)C1)C1CCN(CC1)C